4-Benzyl 1-(tert-butyl) 2-carbamoylpiperazine-1,4-dicarboxylate C(N)(=O)C1N(CCN(C1)C(=O)OCC1=CC=CC=C1)C(=O)OC(C)(C)C